3-bromo-1-methyl-4-nitropyrazole BrC1=NN(C=C1[N+](=O)[O-])C